C(#N)C=1C=C(C=NC1)S(=O)(=O)N([C@@H](C(F)(F)F)C1=C(C=CC=C1)F)CC (R)-5-Cyano-N-ethyl-N-(2,2,2-trifluoro-1-(2-fluorophenyl)ethyl)pyridine-3-sulfonamide